N-carboxylmethyl-D-leucyl-L-prolyl-[(4-amidinophenyl)methyl]amide hydrochloride Cl.C(=O)(O)CN[C@H](CC(C)C)C(=O)N1[C@@H](CCC1)C(=O)[N-]CC1=CC=C(C=C1)C(N)=N